N1N=CC(=C1)C1=CC=C(C=C1)NC1=NC(=NC=C1F)C=1C=CC2=C(SC(=C2)C(=O)N2CC(C2)(F)F)C1 (6-(4-((4-(1H-pyrazol-4-yl)phenyl)-amino)-5-fluoro-pyrimidin-2-yl)benzo[b]-thiophen-2-yl)(3,3-difluoroazetidin-1-yl)methanone